Cl.ClC=1C=C2C3=C(NC2=CC1)C(=NC=C3)C 6-chloro-1-methyl-9H-pyrido[3,4-b]indole hydrochloride